phosphonium persulfate S(=O)(=O)([O-])OOS(=O)(=O)[O-].[PH4+].[PH4+]